BrC1=C(C=CC=C1)[C@H]1C2=C(CN(C1)C(=O)OC(C)(C)C)SC(=C2)Cl tert-butyl (R)-4-(2-bromophenyl)-2-chloro-4,7-dihydrothieno[2,3-c]pyridine-6(5H)-carboxylate